BrC1=C(C=C(C=C1)OCCBr)F 1-bromo-4-(2-bromoethoxy)-2-Fluorobenzene